7-ethoxy-N4-[3-methyl-4-([1,2,4]triazolo[1,5-a]pyridin-7-yloxy)phenyl]quinazoline-4,6-diamine C(C)OC1=C(C=C2C(=NC=NC2=C1)NC1=CC(=C(C=C1)OC1=CC=2N(C=C1)N=CN2)C)N